12-(acryloyloxy)dodecyl methacrylate C(C(=C)C)(=O)OCCCCCCCCCCCCOC(C=C)=O